C(C)(=O)N1CCN(CC1)C1=CC2=C(NC(N2)=O)C=C1 5-(4-Acetylpiperazin-1-yl)-1,3-dihydro-2H-benzo[d]imidazol-2-one